4-methyl-2-oxo-2H-benzopyran-7-yl-2,4-dinitrobenzenesulfonate CC1=CC(OC2=C1C=CC(=C2)OS(=O)(=O)C2=C(C=C(C=C2)[N+](=O)[O-])[N+](=O)[O-])=O